6,7-difluoro-4-oxo-1-(propan-2-yl)-1,4-dihydroquinoline-3-carbaldehyde FC=1C=C2C(C(=CN(C2=CC1F)C(C)C)C=O)=O